C(CCCCCCCCCCCCC)(=O)OCC(CO)(CO)CO pentaerythritol monomyristate